C(C)(C)(C)OC(N(C(=O)OC(C)(C)C)C1=NN2C(C=C(C=C2)Br)=N1)=O (7-Bromo-[1,2,4]triazolo[1,5-a]pyridin-2-yl)(tert-butoxycarbonyl)carbamic acid tert-butyl ester